CC(=O)OC/C=C/C1=CC=C(C=C1)O The molecule is a phenylpropanoid that is trans-p-coumaryl alcohol in which the hydrogen from the allylic hydroxy group is replaced by an acetyl group. It is a phenylpropanoid, a member of phenols and an acetate ester. It derives from a trans-p-coumaryl alcohol.